CC(C)=CCC\C(=C\CC\C(=C\CC\C(=C\C=C/C=C(/CC\C=C(\CC\C=C(\CCC=C(C)C)/C)/C)\C)\C)\C)\C (6E,10E,14E,16Z,18E,22E,26E)-2,6,10,14,19,23,27,31-Octamethyldotriaconta-2,6,10,14,16,18,22,26,30-nonaene